N(=[N+]=[N-])CCOCCOCCOCCOCCC(NC(COP(O)(O)=O)(CCC1=CC=C(C=C1)CCCCCCCC)CO)=O 1-azido-17-(hydroxymethyl)-17-(4-octylphenethyl)-15-oxo-3,6,9,12-tetraoxa-16-azaoctadeca-18-yl-phosphoric acid